OC1=CC(=NC(=C1)C(=O)O)C(=O)O 4-hydroxy-2,6-pyridinedicarboxylic acid